6-((3-(4-fluoro-2-(3-fluorophenyl)pyrrolidine-1-carbonyl)bicyclo[1.1.1]-pentan-1-yl)methoxy)-pyrimidine-4-carboxamide FC1CC(N(C1)C(=O)C12CC(C1)(C2)COC2=CC(=NC=N2)C(=O)N)C2=CC(=CC=C2)F